(1S,3R,4S)-2-methyl-2-azabicyclo[2.2.2]octane CN1C2CCC(C1)CC2